2'-chloro-6'-methylspiro[piperidine-4,5'-pyrrolo[3,4-b]pyridin]-7'(6'H)-one ClC1=CC=C2C(=N1)C(N(C21CCNCC1)C)=O